N1=C(C=CC=C1)C1C(C1)C(=O)C=1N=C2N(N1)[C@@H](C[C@@H]2F)C2=CC=CC=C2 [2-(2-Pyridyl)cyclopropyl]-[(5S,7S)-7-fluoro-5-phenyl-6,7-dihydro-5H-pyrrolo[1,2-b][1,2,4]triazol-2-yl]methanon